5-[[2,4-dichloro-5-(2-pyridyl)benzoyl]amino]-N-[8-[4-[4-[(2,6-dioxo-3-piperidyl)carbamoyl]phenyl]-1-piperidyl]-8-oxo-octyl]-1-phenyl-pyrazole-3-carboxamide ClC1=C(C(=O)NC2=CC(=NN2C2=CC=CC=C2)C(=O)NCCCCCCCC(=O)N2CCC(CC2)C2=CC=C(C=C2)C(NC2C(NC(CC2)=O)=O)=O)C=C(C(=C1)Cl)C1=NC=CC=C1